FC1=CC(=C(C=C1[N+](=O)[O-])NC1=NC=CC(=N1)C1=CN=C2N1C=CC=C2I)OC N-(4-fluoro-2-methoxy-5-nitrophenyl)-4-(8-iodoimidazo[1,2-a]pyridin-3-yl)pyrimidin-2-amine